3-[2-(3,4-dimethoxyphenyl)-6-methyl-3-oxo-pyridazine-4-carbonyl]bicyclo[3.2.1]octane COC=1C=C(C=CC1OC)N1N=C(C=C(C1=O)C(=O)C1CC2CCC(C1)C2)C